C[C@H]1N(CCC(=C1)OS(=O)(=O)C(F)(F)F)C(=O)OC(C)(C)C (R)-tert-butyl 2-methyl-4-(((trifluoromethyl)sulfonyl)oxy)-5,6-dihydropyridine-1(2H)-carboxylate